CNCC1=CC=C(C=C1)C1=C(N=CS1)C N-methyl-1-[4-(4-methyl-1,3-thiazol-5-yl)phenyl]methanamine